4-vinylpyridinemethacrylamide C(=C)C1=CC(=NC=C1)CC(C(=O)N)=C